IC1=NN(C2=CC(=CC=C12)\C=C/1\C(NCC12CCN(CC2)C(=O)OC(C)(C)C)=O)C2OCCCC2 tert-butyl (E)-4-((3-iodo-1-(tetrahydro-2H-pyran-2-yl)-1H-indazol-6-yl) methylene)-3-oxo-2,8-diazaspiro[4.5]decane-8-carboxylate